C(C)(C)(C)[Sn] (t-butyl)tin